5-(4-methoxyphenyl)-6-phenoxy-pyridin-3-ol COC1=CC=C(C=C1)C=1C=C(C=NC1OC1=CC=CC=C1)O